2-((((9H-fluoren-9-yl)methoxy)carbonyl)amino)-8-methylnon-7-enoic acid C1=CC=CC=2C3=CC=CC=C3C(C12)COC(=O)NC(C(=O)O)CCCCC=C(C)C